C(=O)O[C@@H]1[C@H](O[C@H]([C@@H]1O[Si](C)(C)C(C)(C)C)N1C(NC(C=C1)=O)=O)CO[Si](C)(C)C(C)(C)C (2R,3R,4R,5R)-4-((tert-butyldimethylsilyl)oxy)-2-(((tert-butyldimethylsilyl)oxy)methyl)-5-(2,4-dioxo-3,4-dihydropyrimidin-1(2H)-yl)tetrahydrofuran-3-yl formate